O[C@]12[C@@H]3CC[C@@H]4C[C@H](CC[C@@]4([C@H]3CC[C@@]2([C@H](CC1)C=1C=CC(OC1)=O)C)C)N(C(OC)=O)C methyl ((3S,5R,8R,9S,10S,13R,14S,17R)-14-hydroxy-10,13-dimethyl-17-(2-oxo-2H-pyran-5-yl)hexadecahydro-1H-cyclopenta[a]phenanthren-3-yl)(methyl)carbamate